C(C)(=O)N[C@@H](C)C(=O)O.FC(C=1C(=C(C=CC1)[C@@H](C)N)F)F (1R)-1-[3-(difluoromethyl)-2-fluorophenyl]ethylamine-N-acetyl-L-alanine salt